C(CCC)NC(=O)C1=CC=2C(=C3C4(NC(NC3=C(C2)Cl)=O)CCCCC4)O1 N-butyl-5'-chloro-7'-oxo-7',8'-dihydro-6'H-spiro[cyclohexane-1,9'-furo[2,3-f]quinazoline]-2'-carboxamide